F[C@@H]1[C@H](C1)C1=NOC(=N1)/C=C/C(=O)O (E)-3-[3-[(1R,2S)-2-fluorocyclopropyl]-1,2,4-oxadiazol-5-yl]prop-2-enoic acid